C(C)(C)(C)OC(=O)N1CCC(=CC1)B(O)O (1-tert-butoxycarbonyl-3,6-dihydro-2H-pyridin-4-yl)boronic acid